N-(3-methoxybenzyl)quinolin-4-amine COC=1C=C(CNC2=CC=NC3=CC=CC=C23)C=CC1